BrC=1C(=CC=2C3=C(C(=NC2C1F)OC[C@H]1N(CCC1)C)N=NN3C3CCN(CC3)C(=O)OC(C)(C)C)Cl tert-Butyl (S)-4-(7-bromo-8-chloro-6-fluoro-4-((1-methylpyrrolidin-2-yl)methoxy)-1H-[1,2,3]triazolo[4,5-c]quinolin-1-yl)piperidine-1-carboxylate